[Si](C)(C)(C(C)(C)C)OCC(COC1=NN(C=C1[N+](=O)[O-])C=1C(=NC=CC1)OC)F 3-(3-(3-((tert-butyldimethylsilyl)oxy)-2-fluoropropoxy)-4-nitro-1H-pyrazol-1-yl)-2-methoxypyridine